5-(2-(2-Fluoro-2-methylbutyl)oxazol-5-yl)-6-(2-methylimidazo[1,2-a]pyridin-7-yl)picolinonitril FC(CC=1OC(=CN1)C=1C=CC(=NC1C1=CC=2N(C=C1)C=C(N2)C)C#N)(CC)C